(1R,2S,5S)-N-[(1S)-1-cyano-2-[(3S)-2-oxopyrrolidin-3-yl]ethyl]-3-[(2S)-1-ethylpyrrolidine-2-carbonyl]-6,6-dimethyl-3-azabicyclo[3.1.0]hexane-2-carboxamide C(#N)[C@H](C[C@H]1C(NCC1)=O)NC(=O)[C@@H]1[C@H]2C([C@H]2CN1C(=O)[C@H]1N(CCC1)CC)(C)C